COC(=O)C=1N(C(C=CC1)=O)CC1=CC2=NC(=C(C=C2N1COCC[Si](C)(C)C)C)N(CC1=CC=C(C=C1)OC)CC1=CC=C(C=C1)OC 1-((5-(bis(4-methoxybenzyl)amino)-6-methyl-1-((2-(trimethylsilyl)ethoxy)methyl)-1H-pyrrolo[3,2-b]pyridin-2-yl)methyl)-6-oxo-1,6-dihydropyridine-2-carboxylic acid methyl ester